ethoxy(pentachloro)cyclotriphosphazene C(C)OP1(=NP(=NP(=N1)(Cl)Cl)(Cl)Cl)Cl